4,4-difluoropiperidine-3-carbonitrile hydrochloride Cl.FC1(C(CNCC1)C#N)F